OCC1OCCCC1 2-(hydroxymethyl)tetrahydro-2H-pyran